ClC1=C(CN2C(=NC3=C2C=C(C(=C3)F)F)N3C[C@H]([C@@H](CC3)F)N)C=C(C=C1)Cl (3R,4R)-1-(1-(2,5-dichlorobenzyl)-5,6-difluoro-1H-benzimidazol-2-yl)-4-fluoro-3-piperidinamine